2-[2-chloro-4-(trifluoromethoxy)phenoxy]-N-(3,4-difluorophenyl)-5-(trifluoromethyl)pyridine-3-carboxamide Ammonium BiCarbonate C([O-])(O)=O.[NH4+].ClC1=C(OC2=NC=C(C=C2C(=O)NC2=CC(=C(C=C2)F)F)C(F)(F)F)C=CC(=C1)OC(F)(F)F